FC1=C(CC=2NC=NN2)C=CC=C1 5-(2-fluorobenzyl)-4H-1,2,4-triazole